4-(piperidin-2-yl)-1H-indole N1C(CCCC1)C1=C2C=CNC2=CC=C1